1-(5-(4,6-dihydroxypyrimidin-2-yl)-2-methylpiperidin-1-yl)ethan-1-one OC1=NC(=NC(=C1)O)C1CCC(N(C1)C(C)=O)C